2-(2,6-Dioxo-3-piperidyl)-5-[[7-(methylamino)spiro[3.5]nonan-2-yl]amino]isoindoline-1,3-dione O=C1NC(CCC1N1C(C2=CC=C(C=C2C1=O)NC1CC2(C1)CCC(CC2)NC)=O)=O